3β-(pyridin-4-ylmethoxy)-17-(1H-benzimidazol-1-yl)androsta-5,16-diene N1=CC=C(C=C1)CO[C@@H]1CC2=CC[C@H]3[C@@H]4CC=C([C@@]4(C)CC[C@@H]3[C@]2(CC1)C)N1C=NC2=C1C=CC=C2